ClC1=CC(=C(C=C1)C1=NC(=CC=2N=C(N(C(C21)=O)C)C)[C@H]2C[C@H](OCC2)C=2C=NC=CC2)F 5-(4-chloro-2-fluorophenyl)-2,3-dimethyl-7-((2s,4r)-2-(3-pyridyl)tetrahydro-2H-pyran-4-yl)pyrido[4,3-d]pyrimidin-4(3H)-one